6-(butylthio)-2-chloro-9-(prop-2-yn-1-yl)-9H-purine C(CCC)SC1=C2N=CN(C2=NC(=N1)Cl)CC#C